COC(=O)C=1C(=C(C=CC1)C1=CC=CC=C1)SC(C)C.ClC1=NC=C(C(=N1)C=1C=NN2C1C=CC=C2)Cl 3-(2,5-dichloropyrimidin-4-yl)pyrazolo[1,5-a]pyridine methyl-2-(isopropylthio)-[1,1'-biphenyl]-3-carboxylate